4-methyl-5-[3-methyl-7-[[5-(oxan-4-yl)pyridin-2-yl]amino]imidazo[4,5-b]pyridin-5-yl]oxypyridine-2-carbonitrile CC1=CC(=NC=C1OC1=CC(=C2C(=N1)N(C=N2)C)NC2=NC=C(C=C2)C2CCOCC2)C#N